Cl.FC(OCCN1C(N(C(C12CCNCC2)=O)C=2C=NC(=CC2)C(F)(F)F)=O)(F)F 1-(2-(trifluoromethoxy)ethyl)-3-(6-(trifluoromethyl)pyridin-3-yl)-1,3,8-triazaspiro[4.5]decane-2,4-dione hydrochloride